N1C=NC2=C1C=CC(=C2)N2C(OC[C@@H]2C2=CC=C(C=C2)OCCC(F)F)=O (S)-3-(1H-benzo[d]imidazol-5-yl)-4-(4-(3,3-difluoropropoxy)phenyl)oxazolidin-2-one